N1N=C(N=C1)C1=CC=C(C=N1)C1=CN=C2C(=N1)N(CCN2)CCOC 7-(6-(1H-1,2,4-triazol-3-yl)pyridin-3-yl)-1-(2-methoxyethyl)-3,4-dihydropyrazino[2,3-b]pyrazin